CC1(N2C3=NC(=CC=C3CN[SH4]C=3C=CC=C(CCCCC(C1)C2)N3)N3N=C(C=C3)OCCC3(CC3)C(F)(F)F)C 12,12-dimethyl-8-(3-{2-[1-(trifluoromethyl)cyclopropyl]ethoxy}-1H-pyrazol-1-yl)-2λ6-thia-3,9,11,23-tetraazatetracyclo[17.3.1.111,14.05,10]tetracosa-1(23),5,7,9,19,21-hexaene